3-((2-propylheptyl)oxy)-propane-1,2-diol C(CC)C(COCC(CO)O)CCCCC